C(C)NC(C1=CC=C(C=C1)C=1N=C2N(C=CN=C2)C1NC1=C(C=CC=C1C)CC)=O N-ethyl-4-[3-(2-ethyl-6-methylanilino)imidazo[1,2-a]pyrazin-2-yl]benzamide